FC(C1(OCCO1)COC1=CC=C(C=C1)CN1N=CC(=C1)C(=O)OCC(C)C)(F)F 2-methylpropyl 1-[[4-[[2-(trifluoromethyl)-1,3-dioxolan-2-yl]methoxy]phenyl]methyl]-1H-pyrazole-4-carboxylate